(3R,4S,5S)-3-(3,4-difluoro-2-methoxyphenyl)-5-isopropyl-4-methoxydihydrofuran-2(3H)-one FC=1C(=C(C=CC1F)[C@H]1C(O[C@H]([C@H]1OC)C(C)C)=O)OC